ethyl 3-[7-(hydroxymethyl)-1-benzothiophen-5-yl]-3-(7-methoxy-1,4-dimethyl-1H-benzotriazol-5-yl)propanoate OCC1=CC(=CC=2C=CSC21)C(CC(=O)OCC)C2=C(C1=C(N(N=N1)C)C(=C2)OC)C